ClC1=CC(=C(C=C1)CNCC1=CC=CC=C1)C N-[(4-chloro-2-methyl-phenyl)methyl]-1-phenyl-methanamine